methyl (2S)-2-[[(2S)-2-[(7-chloro-5-methoxy-1H-indole-2-carbonyl)amino]-3-cyclopropyl-propanoyl]amino]-3-[(3S)-2-oxopyrrolidin-3-yl]propanoate ClC=1C=C(C=C2C=C(NC12)C(=O)N[C@H](C(=O)N[C@H](C(=O)OC)C[C@H]1C(NCC1)=O)CC1CC1)OC